5-(2-amino-4-hydroxy-3,3-dimethylbutyl)-2-chloropyridin-3-ol NC(CC=1C=C(C(=NC1)Cl)O)C(CO)(C)C